[Cl-].C(C=C)(=O)NCCC[N+](C)(C)C 3-(acrylamido)propyl-trimethyl-ammonium chloride